FC=1C=CC(=NC1)C1=NN(C=C1C1=CC=NC2=C(C=CN=C12)C)C 4-[3-(5-fluoro-2-pyridinyl)-1-methyl-pyrazol-4-yl]-8-methyl-1,5-naphthyridine